FC1=CC=C(N1[C@H](C)C1=CC=CC=C1)C(=O)O R-5-fluoro-1-(1-phenylethyl)-1H-pyrrole-2-carboxylic acid